(S)-N-(3-chloro-2,4-difluorophenyl)-6-(piperidin-3-yl)pyrido[3,4-d]pyrimidin-4-amine ClC=1C(=C(C=CC1F)NC=1C2=C(N=CN1)C=NC(=C2)[C@@H]2CNCCC2)F